FC=1C=C(C=C(C1)F)[C@H]([C@H]1[C@@H]2N(C(C=3N1N=CC(C3O)=O)=O)CCC2)C2=CC=CC=C2 (9aR,10S)-10-((R)-(3,5-difluorophenyl)(phenyl)methyl)-4-hydroxy-8,9,9a,10-tetrahydro-7H-pyrrolo[1',2':4,5]pyrazino[1,2-b]pyridazine-3,5-dione